N-(3-(4-carbamoyl-1H-1,2,3-triazol-1-yl)-4-methylphenyl)-3-methyl-6-azabicyclo[3.1.1]heptane-6-carboxamide C(N)(=O)C=1N=NN(C1)C=1C=C(C=CC1C)NC(=O)N1C2CC(CC1C2)C